N-(5-(5-(difluoromethyl)-1,3,4-oxadiazol-2-yl)pyrimidin-2-yl)-5-fluoro-4-phenyl-1H-benzo[d]imidazol-6-amine FC(C1=NN=C(O1)C=1C=NC(=NC1)NC=1C(=C(C2=C(NC=N2)C1)C1=CC=CC=C1)F)F